IC1=NC(=C2NC=NC2=N1)NC1CCCCC1 2-iodo-N6-cyclohexyladenine